C(CCC)C1=NC2(C(N1CC1=CC=C(C=C1)C1=C(C=CC=C1)C#N)=O)CCCC2 2-(n-Butyl)-3-(2'-cyanobiphenyl-4-ylmethyl)-4-oxo-1,3-diazaspiro[4.4]non-1-ene